(1R,3S)-3-((3-bromo-4-methoxypyridin-2-yl)oxy)-N,N-dimethylcyclopentan-1-amine BrC=1C(=NC=CC1OC)O[C@@H]1C[C@@H](CC1)N(C)C